4-(6-((1R,4R)-2-oxa-5-azabicyclo[2.2.1]hept-5-yl)-[1,2,4]triazolo[1,5-a]pyridin-2-yl)-N1-methyl-2,7-naphthyridine-1,6-diamine [C@H]12OC[C@H](N(C1)C=1C=CC=3N(C1)N=C(N3)C3=CN=C(C1=CN=C(C=C31)N)NC)C2